C1(CCCCC1)NC(COC1=CC=C2C=CC(=CC2=C1)C(CC(=O)OC)C1=C(C2=C(N(N=N2)CC)C=C1)C)=O Methyl 3-(7-(2-(cyclohexylamino)-2-oxoethoxy)naphthalen-2-yl)-3-(1-ethyl-4-methyl-1H-benzo[d][1,2,3]triazol-5-yl)propanoate